1-[(3R,5R)-3,5-dimethylpiperazin-1-yl]-2-(1H-indol-2-yl)ethanone C[C@@H]1CN(C[C@H](N1)C)C(CC=1NC2=CC=CC=C2C1)=O